(3,11-Diethyl-1,9-dioxa-4,12-diazadispiro[4.2.48.25]tetradecan-3,11-diyl)dimethanol C(C)C1(COC2(N1)CCC1(OCC(N1)(CC)CO)CC2)CO